methyl 3-ethoxymethylpropionate C(C)OCCCC(=O)OC